3-(2-(trifluoromethyl)-indol-3-yl)quinoxalin-2-one FC(C=1NC2=CC=CC=C2C1C=1C(NC2=CC=CC=C2N1)=O)(F)F